Cl.C1(CC1)N1C(C2=CC(=CC=C2C(=C1)F)NC1(CNC1)C1=C(C(=CC=C1F)Cl)Cl)=O 2-cyclopropyl-7-{[3-(2,3-dichloro-6-fluorophenyl)azetidin-3-yl]amino}-4-fluoroisoquinolin-1-one hydrochloride